FC1(CC(C1)N1N=C(C=CC1=O)C=1C=NN(C1)C1=C(C=C(C=C1)NS(=O)(=O)CC(=O)OC)N1CCC2(CC2)CC1)F methyl 2-(N-(4-(4-(1-(3,3-difluorocyclobutyl)-6-oxo-1,6-dihydropyridazin-3-yl)-1H-pyrazol-1-yl)-3-(6-azaspiro[2.5]octan-6-yl)phenyl)sulfamoyl)acetate